(R)-2-(1-(3-chlorophenyl)-1H-pyrazol-4-yl)-N-(5-((R)-2,2-difluorocyclopropyl)-1H-pyrazol-3-yl)propanamide ClC=1C=C(C=CC1)N1N=CC(=C1)[C@H](C(=O)NC1=NNC(=C1)[C@@H]1C(C1)(F)F)C